C(=O)C1CN(C1)C(=O)OC(C)(C)C tert-butyl 3-formylazetidin-1-carboxylate